FC(OC=1C=NC2=C(C=C(C=C2C1)C)B1OC(C(O1)(C)C)(C)C)F 3-(Difluoromethoxy)-6-methyl-8-(4,4,5,5-tetramethyl-1,3,2-dioxaborolan-2-yl)quinoline